7-bromo-6-(methoxymethoxy)-2-methylchromen-4-one BrC1=C(C=C2C(C=C(OC2=C1)C)=O)OCOC